CN1N=CC2=CC(=C(C=C12)OC1=CC=C(C=C1)OCCC(=O)N1C2COCC1C2)C(=O)N 1-methyl-6-[4-[3-(3-oxa-6-azabicyclo[3.1.1]heptan-6-yl)-3-oxo-propoxy]phenoxy]indazole-5-carboxamide